(S)-3-(1H-indazol-6-yl)-6-((1-(3-methoxyphenyl)ethyl)amino)-4H-pyrano[2,3-c]pyridin-4-one N1N=CC2=CC=C(C=C12)C=1C(C=2C(=CN=C(C2)N[C@@H](C)C2=CC(=CC=C2)OC)OC1)=O